CC1=NC(=NC(=C1S(=O)(=O)N1CC2(C1)CN(C2)C2CC1(COC1)C2)C)C(F)(F)F 2-[4,6-dimethyl-2-(trifluoromethyl)pyrimidin-5-yl]sulfonyl-6-(2-oxaspiro[3.3]heptan-6-yl)-2,6-diazaspiro[3.3]heptane